ClC=1C2=C(N=C(N1)C=1C=NSC1)SC(=C2)C 4-chloro-2-(isothiazol-4-yl)-6-methylthieno[2,3-d]pyrimidine